1-(4-(2,5-dioxo-2,5-dihydro-1H-pyrrol-1-yl)phenyl)-1-oxo-5,8,11,14,17,20-hexaoxa-2-azatricosan O=C1N(C(C=C1)=O)C1=CC=C(C=C1)C(NCCOCCOCCOCCOCCOCCOCCC)=O